CNC[13C](=O)O 2-methylaminoacetic acid-1-13C